[C@@H]12OC[C@@H](N(C1)C1=C(C=C(N)C=C1)F)C2 4-((1S,4S)-2-oxa-5-azabicyclo[2.2.1]hept-5-yl)-3-fluoroaniline